BrC=1C(=C(C(=O)OCOC)C(=C(C1O)C)OC)C methoxymethyl 3-bromo-4-hydroxy-6-methoxy-2,5-dimethylbenzoate